Methyl (S)-3-(4-fluorophenyl)-4-(morpholine-4-carbonyl)-2,3,4,5-tetrahydrobenzo[f][1,4]oxazepine-8-carboxylate FC1=CC=C(C=C1)[C@H]1COC2=C(CN1C(=O)N1CCOCC1)C=CC(=C2)C(=O)OC